O1C(=CC=C1)CN1COC2=C(C1)C(=CC=C2C)C(C)C 3-(furan-2-ylmethyl)-5-isopropyl-8-methyl-3,4-dihydro-2H-benzo[e][1,3]oxazine